3a,4-dihydrospiro[cyclopenta[c]furan-1,1'-cyclopentane]-5(3H)-one C12(CCCC1)OCC1C2=CC(C1)=O